[Cl-].[Cl-].[Cl-].C1=CC=CC1.[Hf+3] hafnium cyclopentadiene trichloride